C(C1=CC=CC=C1)C=1C=2N(C=C(N1)C1=CC(=CC=C1)O[Si](C)(C)C(C)(C)C)CC(N2)=CC2=CC=CC=C2 8-benzyl-2-benzylidene-6-(3-((tert-butyldimethylsilyl)oxy)phenyl)imidazo[1,2-a]Pyrazin